8-bromo-5-chloro-1,6-naphthyridine BrC=1C=NC(=C2C=CC=NC12)Cl